benzophenone sodium 2-hydroxy-3-(4-benzoylphenoxy)propanesulfonate OC(CS(=O)(=O)[O-])COC1=CC=C(C=C1)C(C1=CC=CC=C1)=O.[Na+].C(C1=CC=CC=C1)(=O)C1=CC=CC=C1